OC(=O)C(F)(F)F.N1=C(C=CC=C1)CCN 2-(2-pyridyl)ethylamine TFA salt